C1(CCCCC1)[C@@H](C(=O)NC=1C=C2CC(CC2=CC1)(C(NC)=O)N1C(N[C@@H](C1)C(C)C)=O)NC(=O)C=1C=NN(C1)C N-((1S)-1-cyclohexyl-2-((2-((R)-4-isopropyl-2-oxoimidazolidin-1-yl)-2-(methylcarbamoyl)-2,3-dihydro-1H-inden-5-yl)amino)-2-oxoethyl)-1-methyl-1H-pyrazole-4-carboxamide